ClC(C1=NC(=NO1)C1=CC=C(C=C1)C(CNC1=C(C=CC=C1Cl)Cl)=O)(F)F 1-(4-(5-(chlorodifluoromethyl)-1,2,4-oxadiazol-3-yl)phenyl)-2-((2,6-dichlorophenyl)amino)ethan-1-one